O1C2=C(OCC1)C=C(C=C2)C2N(CCC2)CC2=CC=C(C=C2)C=2SC(=CN2)C#N 2-(4-((2-(2,3-dihydrobenzo[b][1,4]dioxin-6-yl)pyrrolidin-1-yl)methyl)phenyl)thiazole-5-carbonitrile